C1(=CC=CC=C1)C1=NC(=NC(=N1)C1=CC=CC=C1)C1=CC=C(C=C1)C1=C(C(=NC(=C1N1C2=CC=CC=C2OC=2C=CC=CC12)C1=CC=CC=C1)N1C2=CC=CC=C2OC=2C=CC=CC12)N1C2=CC=CC=C2OC=2C=CC=CC12 10,10',10''-(4-(4-(4,6-diphenyl-1,3,5-triazin-2-yl)phenyl)-6-phenylpyridine-2,3,5-triyl)tris(10H-phenoxazine)